diphenoxytert-butyl-phosphine bromide [Br-].O(C1=CC=CC=C1)P(C(C)(C)C)OC1=CC=CC=C1